C(#N)[C@H]1N(CSC1)C(CNC(=O)C1=CC=NC2=CC=C(C=C12)N1C(COCC1)(C)C)=O (R)-N-(2-(4-Cyanothiazolidin-3-yl)-2-oxoethyl)-6-(3,3-dimethyl-morpholino)quinoline-4-carboxamide